C1CCC2=CC(=CC=C12)NC(C1=CC(=CC=C1)N1CCCC1)=O N-(2,3-dihydro-1H-inden-5-yl)-3-(pyrrolidin-1-yl)benzamide